2-chloro-N-{2-fluoro-4-methyl-5-[(2,2,2-trifluoroethyl)sulfanyl]phenyl}acetamide ClCC(=O)NC1=C(C=C(C(=C1)SCC(F)(F)F)C)F